P(O)(=O)(OP(=O)(O)OP(=O)(O)O)OC[C@@H]1[C@H]([C@H]([C@@H](O1)N1C(=O)N=C(N)C(=C1)CC=CN)O)O 5-aminoallylcytidine 5'-triphosphate